azole Magnesium [Mg].N1C=CC=C1